BrC1=CC2=C(CB(O2)O)C(=C1)C(C)C 6-bromo-2-hydroxy-4-isopropyl-1,2-benzoxaborole